FC(CI)(C(C(F)(F)F)(F)F)F 2,2,3,3,4,4,4-heptafluoroiodobutane